C(C)(C)(C)OC(N[C@@H]1[C@@H]2CC[C@H](C1)N2CC2=C(C(=CC=C2)Cl)N2CCC(CC2)F)=O |r| tert-butyl-N-[rac-(1S,2S,4R)-7-[[3-chloro-2-(4-fluoro-1-piperidyl)phenyl]methyl]-7-azabicyclo[2.2.1]heptan-2-yl]carbamate